(1R,2R)-2-((2-amino-3,5-dibromobenzyl)amino)-cyclopentanol bisulfate S(O)(=O)(=O)O[C@H]1[C@@H](CCC1)NCC1=C(C(=CC(=C1)Br)Br)N